FC(C1C(C(CCC1)N)N)(F)F 3-trifluoromethyl-1,2-cyclohexanediamine